C(=C)OCC1OC1C 2-(ethenoxymethyl)-3-methyloxirane